1-acetyl-N-(6-chloro-4-methoxypyridin-3-yl)-3-(2-isopropylphenyl)azetidine-3-carboxamide C(C)(=O)N1CC(C1)(C(=O)NC=1C=NC(=CC1OC)Cl)C1=C(C=CC=C1)C(C)C